O1CCN(CC1)CCN1C2=CC=C(C=C2OC=2C=C(C=CC12)C1=C2C(=NC=C1)N(N=C2)C2OCCCC2)C2=C1C(=NC=C2)N(N=C1)C1OCCCC1 10-(2-morpholinoethyl)-3,7-bis-(1-(tetrahydro-2H-pyran-2-yl)-1H-pyrazolo[3,4-b]pyridin-4-yl)-10H-phenoxazine